tert-butyl 6-[6-[3-(tert-butoxycarbonylamino)anilino]-7-[4-fluoro-2-(2-methoxyethoxy)phenyl]thieno[3,2-c]pyridin-4-yl]-3,4-dihydro-1H-isoquinoline-2-carboxylate C(C)(C)(C)OC(=O)NC=1C=C(NC2=C(C3=C(C(=N2)C=2C=C4CCN(CC4=CC2)C(=O)OC(C)(C)C)C=CS3)C3=C(C=C(C=C3)F)OCCOC)C=CC1